N(=C=O)C(C(=O)OC)CCCCN=C=O methyl 2,6-diisocyanatohexanoate